methyl (2S)-6-(1-cyclopropyl-1H-pyrazol-4-yl)-5-[2-(1,1-dioxo-1λ6,2-thiazolidin-2-yl)ethoxy]-2-methyl-1,2,3,4-tetrahydroquinoline-1-carboxylate C1(CC1)N1N=CC(=C1)C=1C(=C2CC[C@@H](N(C2=CC1)C(=O)OC)C)OCCN1S(CCC1)(=O)=O